N-isopropylglycinamide CC(C)NC(=O)CN